CC=1C(C2=CC(=CC=C2C1)C)N 2,6-Dimethyl-1-indenylamine